BrC1=C(C=C(C=C1)C#N)C1=NN=C(O1)C(=O)N[C@@H]1C[C@H](N(C1)C(=O)OC(C)(C)C)COC tert-Butyl (2S,4R)-4-(5-(2-bromo-5-cyanophenyl)-1,3,4-oxadiazole-2-carboxamido)-2-(methoxy methyl)pyrrolidine-1-carboxylate